2-hydroxy-3-methoxy-3,3-diphenyl-propionic acid OC(C(=O)O)C(C1=CC=CC=C1)(C1=CC=CC=C1)OC